3-amino-3-[2-(5-{1-[(6,7-dimethoxy-2-methylquinazolin-4-yl)amino]ethyl}thiophen-3-yl)phenyl]propanoic acid NC(CC(=O)O)C1=C(C=CC=C1)C1=CSC(=C1)C(C)NC1=NC(=NC2=CC(=C(C=C12)OC)OC)C